(1R,2S)-2-(3,4-difluorophenyl)cyclopropyl-9-hexyl-2-(propylthio)-9H-purin-6-amine FC=1C=C(C=CC1F)[C@@H]1[C@@H](C1)C=1N(C2=NC(=NC(=C2N1)N)SCCC)CCCCCC